FC1(CCN(CC1)C1=CC(=CC=2N1N=CC2)C=2N=NN(C2)C2=C(C=C(C=C2)[N+](=O)[O-])N2CCC1(CC1)CC2)F 7-(4,4-Difluoropiperidin-1-yl)-5-(1-(4-nitro-2-(6-azaspiro[2.5]oct-6-yl)phenyl)-1H-1,2,3-triazol-4-yl)pyrazolo[1,5-a]pyridine